(3-fluoro-2-(1H-1,2,3-triazol-1-yl)phenyl)((1S,4R,6R)-6-((5-(trifluoromethyl)pyridin-2-yl)oxy)-2-azabicyclo[2.2.1]heptan-2-yl)methanone FC=1C(=C(C=CC1)C(=O)N1[C@@H]2[C@@H](C[C@H](C1)C2)OC2=NC=C(C=C2)C(F)(F)F)N2N=NC=C2